C[C@]12C[C@H]([C@H]([C@H](O1)N3C4=CC=CC=C4C5=C6CNC(=O)C6=C7C8=CC=CC=C8N2C7=C53)OC)NC (9S,10R,11R,13R)-2,3,10,11,12,13-hexahydro-10-methoxy-9-methyl-11-(methylamino)-9,13-epoxy-1H,9H-diindolo[1,2,3-gh:3',2',1'-lm]pyrrolo[3,4-j][1,7]benzodiazonin-1-one